dibutyl-pyrrolic acid C(CCC)C=1C(=C(NC1)C(=O)O)CCCC